CN1C(N(CC1)[C@H]1CNCCC1)=O (R)-3-(3-methyl-2-oxoimidazoline-1-yl)piperidine